4-(2-(isoxazol-3-ylamino)ethoxy)-3,5-dimethylbenzaldehyde O1N=C(C=C1)NCCOC1=C(C=C(C=O)C=C1C)C